C(#C)N1CN(C=C1)C(C)C1=C(C=CC(=C1)F)OC 3-ethynyl-N-(1-(5-fluoro-2-methoxyphenyl)ethyl)imidazole